C(=O)C=1N=CN(C1)C1=CC(=C(C=N1)C#N)C 6-(4-formyl-1H-imidazol-1-yl)-4-methylpyridine-3-carbonitrile